CN[C@@H](CC(=O)O)C(=O)O N-methylaspartic acid